ClC=1C=C(C=CC1)N1CC(C1)(F)C#CC1=NC=CC=C1 2-[2-[1-(3-Chlorophenyl)-3-fluoroazetidin-3-yl]ethynyl]pyridine